S1N=C(C2=C1C=CC=C2)N2C(C1=CC(=C(C=C1C(=C2)C(=O)O)OC)OC)=O 2-(benzo[d]isothiazol-3-yl)-6,7-dimethoxy-1-oxo-1,2-dihydroisoquinoline-4-carboxylic acid